tert-butyl (S)-3-(2-((4-cyanophenyl)(3-fluoro-4-methoxybenzyl)amino)-1-hydroxyethyl)-2,4-dioxa-9-azaspiro[5.5]undecane-9-carboxylate C(#N)C1=CC=C(C=C1)N(C[C@H](O)C1OCC2(CO1)CCN(CC2)C(=O)OC(C)(C)C)CC2=CC(=C(C=C2)OC)F